2-(2-naphthoxy)ethyl methacrylate C(C(=C)C)(=O)OCCOC1=CC2=CC=CC=C2C=C1